2,3-dimethyl-allyl-chalcone CC(CC1=C(C=CC=C1)\C=C\C(=O)C1=CC=CC=C1)=CC